C1CC12CCN(CC2)C2=C(C(=O)OC1=NC3=C(N=C(C=C3C=C1)NC(C1=C(C=C(C=C1)I)N1CCC3(CC3)CC1)=O)N1CCC(CC1)(F)F)C=CC(=C2)I 6-(2-{6-azaspiro[2.5]octan-6-yl}-4-iodobenzoylamino)-8-(4,4-difluoropiperidin-1-yl)-1,7-naphthyridin-2-yl 2-{6-azaspiro[2.5]octan-6-yl}-4-iodobenzoate